OCCNCCCNC(OCC[Si](C)(C)C)=O 2-(trimethylsilyl)ethyl (3-((2-hydroxyethyl)amino)propyl)carbamate